((6-methyl-pyridazin-3-yl)methyl)quinazolin-4-amine CC1=CC=C(N=N1)CC1=NC2=CC=CC=C2C(=N1)N